FC1=C(CN2C(C3=NC=CC=C3C2=O)([2H])[2H])C(=CC(=C1)C=1C=2C(N=CC1)=NN(C2)C)F 6-(2,6-difluoro-4-(2-methyl-2H-pyrazolo[3,4-b]pyridin-4-yl)benzyl)-6,7-dihydro-5H-pyrrolo[3,4-b]pyridin-5-one-7,7-d2